C1(CC1)C(=O)NNC=1C2=C(N(C(N1)=O)CC(=O)OC(C)(C)C)C=C(C=N2)N2CCOCC2 tert-butyl {4-[2-(cyclopropanecarbonyl)hydrazinyl]-7-(morpholin-4-yl)-2-oxopyrido[3,2-d]pyrimidin-1(2H)-yl}acetate